6-[(5'S,7a'R)-5'-(3-fluorophenyl)-3'-oxotetrahydro-1H,3'H-spiro[piperidine-4,2'-pyrrolo[2,1-b][1,3]oxazol]-1-yl]pyrimidine-4-carbonitrile FC=1C=C(C=CC1)[C@@H]1CC[C@H]2OC3(C(N21)=O)CCN(CC3)C3=CC(=NC=N3)C#N